CN1CCC(CC1)N1N=C(N=C1C1CNCCO1)C1=CC(=CC=C1)C 2-(1-(1-Methylpiperidin-4-yl)-3-(m-methylphenyl)-1H-1,2,4-triazol-5-yl)morpholin